C(C)OC(=O)C1=NC=NC(=C1CBr)Cl 5-(bromomethyl)-6-chloro-pyrimidine-4-carboxylic acid ethyl ester